(trifluoromethylsulfonyloxy-imino)-cyclohexylacetonitrile FC(S(=O)(=O)ON=C(C#N)C1CCCCC1)(F)F